(3S,6S)-6-(hydroxymethyl)piperidin-3-ol OC[C@@H]1CC[C@@H](CN1)O